1H-PYRROLO[3,2-B]PYRIDINE-5-CARBOXALDEHYDE N1C=CC2=NC(=CC=C21)C=O